FC1(OC2=C(O1)C=CC(=C2)B(O)O)F (2,2-difluoro-2H-1,3-benzodioxol-5-yl)boronic acid